BrC1=C(C=NN1COCC[Si](C)(C)C)I 5-bromo-4-iodo-1-((2-(trimethylsilyl)ethoxy)methyl)-1H-pyrazole